3-((4-((4-(4-amino-3-(4-phenoxyphenyl)-1H-pyrazolo[3,4-d]pyrimidin-1-yl)piperidin-1-yl)methyl)-5-fluoropyridin-2-yl)amino)piperidine-2,6-dione NC1=C2C(=NC=N1)N(N=C2C2=CC=C(C=C2)OC2=CC=CC=C2)C2CCN(CC2)CC2=CC(=NC=C2F)NC2C(NC(CC2)=O)=O